(rac)-(2r,4s)-2-(4-(4-(sec-butyl)phenyl)piperidine-1-carbonyl)-5-azaspiro[3.4]octan-6-one [C@@H](C)(CC)C1=CC=C(C=C1)C1CCN(CC1)C(=O)C1CC2(C1)NC(CC2)=O |r|